COC(C(=O)OC)C(=O)OC 1,3-dimethyl 2-methoxypropanedioate